O1[C@@H]2[C@H](N(CC1)C(=O)OCC1=CC=CC=C1)CNC2 (cis)-benzyl hexahydropyrrolo[3,4-b][1,4]oxazine-4(4aH)-carboxylate